4-((1-(2-fluoro-3-(trifluoromethyl)phenyl)ethyl)amino)-2,6-dimethyl-6H-[1,4]oxazino[3,2-g]quinazolin-7(8H)-one FC1=C(C=CC=C1C(F)(F)F)C(C)NC1=NC(=NC2=CC3=C(C=C12)N(C(CO3)=O)C)C